5-(1,5-dimethyl-6-oxo-1,6-dihydropyridin-3-yl)-1-(3-fluorobenzyl)-3-methyl-1,3-dihydro-2H-benzo[d]imidazol-2-one CN1C=C(C=C(C1=O)C)C1=CC2=C(N(C(N2C)=O)CC2=CC(=CC=C2)F)C=C1